NC1=NC(=CC=C1C1=CC(=NO1)CC1=CC=C(C=C1)O)N 4-((5-(2,6-diaminopyridin-3-yl)isoxazol-3-yl)methyl)phenol